O=C1CCCCC2=C1C=CC(=C2)OCCCC(=O)OCC ethyl 4-((5-oxo-6,7,8,9-tetrahydro-5H-benzo[7]annulen-2-yl)oxy)butanoate